((6-chloro-4-((2-methoxy-3-(1-(methyl-d3)-1H-1,2,4-triazol-3-yl)phenyl)amino)Pyridazine-3-carbonyl)oxy)zinc ClC1=CC(=C(N=N1)C(=O)O[Zn])NC1=C(C(=CC=C1)C1=NN(C=N1)C([2H])([2H])[2H])OC